BrC=1C=NC(=C(C(=O)O)C1)N[C@H](CO)C (S)-5-bromo-2-((1-hydroxypropan-2-yl)amino)nicotinic acid